O[C@@H]([C@H](CO)NC(CCCCCCCCCCC)=O)\C=C\CCCCCCCCCCCCC N-[(1S,2R,3E)-2-hydroxy-1-(hydroxymethyl)-3-heptadecen-1-yl]-dodecanamide